C(#N)C=1C=C(C=CC1)C=1N=C2N(C(C1C)=O)C=C(C=C2[C@@H](C)NC2=C(C(=O)O)C=CC=C2)C (R)-2-((1-(2-(3-cyanophenyl)-3,7-dimethyl-4-oxo-4H-pyrido[1,2-a]pyrimidin-9-yl)ethyl)amino)benzoic acid